tricyclo[4.3.0.12,5]-dec-7-ene C12C3CCC(C2C=CC1)C3